(S)-2-(1,3-dimethyl-2,4-dioxo-1,2,3,4-tetrahydro-5H-pyrrolo[3,2-D]pyrimidin-5-yl)-N-(4-(2-(trifluoromethyl)pyrimidin-5-yl)thiazolyl)propionamide CN1C(N(C(C2=C1C=CN2[C@H](C(=O)NC=2SC=C(N2)C=2C=NC(=NC2)C(F)(F)F)C)=O)C)=O